CC(=O)CC1(C=C(C(=O)C=C1OC)[C@@H](C=C)C2=CC(=C(C=C2)OC)O)O The molecule is a cyclic ketone that is cyclohexa-2,5-dien-1-one substituted by a methoxy group at position 5, a 2-oxopropyl group at position 4, a hydroxy group at position 4 and a prop-2-en-1-yl group at position 2 which in turn is substituted by s a 3-hydroxy-4-methoxyphenyl group at position 1. It has been isolated from Pterocarpus santalinus. It has a role as a metabolite and a plant metabolite. It is an aromatic ether, a member of phenols and a cyclic ketone.